6-chloro-3-methyl-N-[2-(morpholin-4-yl)ethyl]-1H-pyrazolo[3,4-d]pyrimidin-4-amine ClC1=NC(=C2C(=N1)NN=C2C)NCCN2CCOCC2